(S)-2-(((S)-3-(5-chloro-2-methylphenyl)-5-(3,3-dimethylpyrrolidin-1-yl)pentyl)(methyl)amino)-2-(2-((1r,4S)-4-cyclopropoxycyclohexyl)-4-fluoro-3-methylphenyl)acetic acid ClC=1C=CC(=C(C1)[C@H](CCN([C@H](C(=O)O)C1=C(C(=C(C=C1)F)C)C1CCC(CC1)OC1CC1)C)CCN1CC(CC1)(C)C)C